2-(9H-fluorene-9-ylmethoxycarbonylamino)-2-methylpropanoate C1=CC=CC=2C3=CC=CC=C3C(C12)COC(=O)NC(C(=O)[O-])(C)C